FC=1C=C(C=CC1C1=NOC(=N1)C(F)(F)F)CN1OCCC1=O 2-[[3-fluoro-4-[5-(trifluoromethyl)-1,2,4-oxadiazol-3-yl]phenyl]methyl]isoxazolin-3-one